4-(trifluoromethoxy)benzene-sulfonyl chloride FC(OC1=CC=C(C=C1)S(=O)(=O)Cl)(F)F